SC1=CC=C(C=C1)OB(O)O 4-mercaptophenyl-boric acid